N-(benzo[d]thiazol-5-ylmethyl)-1-(2-(3-fluoro-4-methylphenyl)-2H-pyrazolo[3,4-d]pyrimidin-4-yl)piperidine-3-carboxamide S1C=NC2=C1C=CC(=C2)CNC(=O)C2CN(CCC2)C=2C=1C(N=CN2)=NN(C1)C1=CC(=C(C=C1)C)F